C[C@H]1[C@@H](CCC(=C1)C)C=C(C(CC)=O)C 1-((1r,2s)-2,4-dimethylcyclohex-3-en-1-yl)-2-methylpent-1-en-3-one